icosyl-(2E)-3-(4-hydroxyphenyl)-prop-2-enoate C(CCCCCCCCCCCCCCCCCCC)OC(\C=C\C1=CC=C(C=C1)O)=O